CCCCCCCC/C=C/N=C=O decenyl isocyanate